4-(5-chloro-2-methoxy-phenyl)-6-methyl-N-(6-(1-methyl-6-oxo-1,6-dihydropyridazin-4-yl)thiazolo[4,5-b]pyrazin-2-yl)Pyridine-3-carboxamide ClC=1C=CC(=C(C1)C1=C(C=NC(=C1)C)C(=O)NC=1SC=2C(=NC=C(N2)C=2C=NN(C(C2)=O)C)N1)OC